acryloyl-Oxybenzoic acid C(C=C)(=O)OC1=C(C(=O)O)C=CC=C1